3-(((1-cyanocyclopropyl)methyl)amino)-4-nitrobenzoic acid methyl ester COC(C1=CC(=C(C=C1)[N+](=O)[O-])NCC1(CC1)C#N)=O